[3-(2-Dimethylaminoethyl)-1H-indol-4-yl]phosphate CN(CCC1=CNC2=CC=CC(=C12)OP(=O)([O-])[O-])C